C(=O)O.C(C)OCCN1N=C(C(=C1)NC(=O)C=1OC(=CC1)C=1C(=NNC1)C(F)(F)F)C1=NC=CC=C1 N-(1-(2-ethoxyethyl)-3-(pyridin-2-yl)-1H-pyrazol-4-yl)-5-(3-(trifluoromethyl)-1H-pyrazol-4-yl)furan-2-carboxamide, Formic Acid Salt